[[3-[(3-amino-6-bromo-pyrazine-2-carbonyl)amino]-2-hydroxy-phenyl]methyl]carbamate NC=1C(=NC(=CN1)Br)C(=O)NC=1C(=C(C=CC1)CNC([O-])=O)O